(Z)-6-(non-3-en-1-yloxy)-6-oxohexanoic acid C(C\C=C/CCCCC)OC(CCCCC(=O)O)=O